FC=1C(=NC(=NC1)NC1CCN(CC1)S(=O)(=O)C)C1=C(C2=C([C@]3(N(C2=O)C)[C@@H](CCC3)C)S1)C (1R,2R)-2'-(5-fluoro-2-((1-(methylsulfonyl)piperidin-4-yl)amino)pyrimidin-4-yl)-2,3',5'-trimethylspiro[cyclopentane-1,6'-thieno[2,3-c]pyrrol]-4'(5'H)-one